(R)-2,6-dichloro-N-(1-(2-methyl-3-(trifluoromethyl)phenyl)ethyl)pyrido[3,4-d]pyrimidin-4-amine ClC=1N=C(C2=C(N1)C=NC(=C2)Cl)N[C@H](C)C2=C(C(=CC=C2)C(F)(F)F)C